N-[Tetrahydropyran-4-yl]4-[4-(3-pyridyl)-benzyl]-pyrrolo[1,2-b]pyridazine-2-carboxamide O1CCC(CC1)NC(=O)C=1C=C(C=2N(N1)C=CC2)CC2=CC=C(C=C2)C=2C=NC=CC2